1,1'-(1,3-phenylene)bis(ethane-1,2-diol) C1(=CC(=CC=C1)C(CO)O)C(CO)O